C12(CC(C1)C2)N2N=CC(=C2Cl)NC2=NC1=CC(=C(C=C1C=N2)Cl)N2CCC(CC2)(O)C 1-(2-{[1-(bicyclo[1.1.1]pentan-1-yl)-5-chloro-1H-pyrazol-4-yl]amino}-6-chloroquinazolin-7-yl)-4-methylpiperidin-4-ol